tert-butyl (S)-4-(6-chloro-2,8-difluoro-7-(6-((4-methoxybenzyl)(methyl)amino)-4-methylpyridin-2-yl)quinazolin-4-yl)-3-methylpiperazine-1-carboxylate ClC=1C=C2C(=NC(=NC2=C(C1C1=NC(=CC(=C1)C)N(C)CC1=CC=C(C=C1)OC)F)F)N1[C@H](CN(CC1)C(=O)OC(C)(C)C)C